CN1CCN(CC1)C1=CC=C(C=C1)C=1C=C2C(=NC1)C(=CO2)C2=CC(=CC=C2)[N+](=O)[O-] 6-(4-(4-methylpiperazin-1-yl)phenyl)-3-(3-nitrophenyl)furo[3,2-b]pyridine